ClC1=C(C=CC=C1)CC(=O)NC1=CC(=C(C=C1)OCC1(CCCCC1)O)S(N)(=O)=O 2-(2-chlorophenyl)-N-{4-[(1-hydroxycyclohexyl)methoxy]-3-sulfamoylphenyl}-acetamide